methyl 4-(7-chloroimidazo[1,2-b]pyridazin-3-yl)-2,6-dimethoxy-benzoate ClC1=CC=2N(N=C1)C(=CN2)C2=CC(=C(C(=O)OC)C(=C2)OC)OC